FC(=C1C(N(CC1)C(=O)OC(C)(C)C)(C(=O)OCC)CCCO)F 1-(t-butyl) 2-ethyl 3-(difluoromethylene)-2-(3-hydroxypropyl)pyrrolidin-1,2-dicarboxylate